C1(=C(C(=CC(=C1)C)C)N1C(N(CC1)C1=C(C=C(C=C1C)C)C)=[Ru-4](=CCCC1=NC=CC=C1)(Cl)Cl)C [1,3-dimesityl-2-imidazolidinylidene]dichloro[3-(2-pyridinyl)propylidene]ruthenium(II)